9-fluoro-4-propyl-1-(propylthio)-[1,2,4]triazolo[4,3-a]quinazolin-5(4H)-one FC=1C=CC=C2C(N(C=3N(C12)C(=NN3)SCCC)CCC)=O